BrC1=CC(=C(NC(C)=O)C=C1)F 4'-bromo-2'-fluoroacetanilide